FC(C=1C(=NN2C1CN(CC2)C2=NC=C(C=N2)C(F)(F)F)COC[C@H](C)N)(F)F (S)-1-((3-(trifluoromethyl)-5-(5-(trifluoromethyl)pyrimidin-2-yl)-4,5,6,7-tetrahydropyrazolo[1,5-a]pyrazin-2-yl)methoxy)propan-2-amine